2-aminoethyl (R)-1-((4'-(1,1,1,3,3,3-hexafluoro-2-hydroxypropan-2-yl)-2-methyl-[1,1'-biphenyl]-4-yl)methyl)-4-(pyridin-4-ylmethyl)piperazine-2-carboxylate FC(C(C(F)(F)F)(O)C1=CC=C(C=C1)C1=C(C=C(C=C1)CN1[C@H](CN(CC1)CC1=CC=NC=C1)C(=O)OCCN)C)(F)F